(E)-diethyl 2-methylbut-2-enedioate C/C(/C(=O)OCC)=C\C(=O)OCC